C(C)OC=1C=C(C=CC1OC)[C@@H](CS(=O)(=O)C)N1C(C2=CC=C(C=C2C1)CCCCCO)=O (S)-2-(1-(3-ethoxy-4-methoxyphenyl)-2-(methylsulfonyl)ethyl)-5-(5-hydroxypentyl)isoindolin-1-one